3,6,7,2',6'-pentahydroxydihydroflavonol OC1(C(OC2=CC(=C(CC2C1=O)O)O)C1=C(C=CC=C1O)O)O